4-bromo-N-(8-fluoro-2-methyl-imidazo[1,2-a]pyridin-6-yl)-6-methoxy-2-methyl-indazole-7-carboxamide BrC=1C2=CN(N=C2C(=C(C1)OC)C(=O)NC=1C=C(C=2N(C1)C=C(N2)C)F)C